ClC1=NC=CC(=N1)OCC1=CC=C(C=C1)OC 2-chloro-4-((4-methoxybenzyl)oxy)pyrimidine